S1(CCC1)=O thietane-1-oxide